(TRIMETHOXYSILYLETHYL)BENZYLTRIMETHYL-AMMONIUM CHLORIDE [Cl-].CO[Si](OC)(OC)CCC[N+](C)(C)CC1=CC=CC=C1